(3-Trimethoxysilyl-propyl)diethylenetriamine CO[Si](CCCNCCNCCN)(OC)OC